C(=O)(O)C1=C(C=C(C=C1)C1=CC(=C(C=C1)O)OC)F 4-(4-carboxy-3-fluorophenyl)-2-methoxyphenol